ethyl 5-[(2S)-2-[[tert-butyl(diphenyl)silyl]oxymethyl] pyrrolidin-1-yl]pentanoate [Si](C1=CC=CC=C1)(C1=CC=CC=C1)(C(C)(C)C)OC[C@H]1N(CCC1)CCCCC(=O)OCC